rac-2-(4-(methylsulfonamido)phenyl)-2-oxoethyl (1S,3S)-7-(6-amino-3-chloro-2-fluorophenyl)-1-methyl-5-oxo-1,2,3,5-tetrahydroindolizine-3-carboxylate NC1=CC=C(C(=C1C1=CC(N2[C@@H](C[C@@H](C2=C1)C)C(=O)OCC(=O)C1=CC=C(C=C1)NS(=O)(=O)C)=O)F)Cl |r|